FC(C(=O)O)(F)F.C(C)(C)(C)N(C)CC1=C(CNC=2C=CC(=NC2C)S(=O)(=O)NC2=NC(=CC=C2)F)C(=CC=C1)F 5-((2-((tert-butyl(methyl)amino)methyl)-6-fluorobenzyl)amino)-N-(6-fluoropyridin-2-yl)-6-methylpyridine-2-sulfonamide trifluoroacetic acid salt